2-lauroylthioethyltrimethoxysilane C(CCCCCCCCCCC)(=O)SCC[Si](OC)(OC)OC